O(C1=CC=CC=C1)CCOC(C(C)C)=O.CC(=C(C(=O)O)C)C.C(O)C(CC)(CO)CO.C(O)C(CC)(CO)CO ditrimethylolpropane tri(methyl)acrylate 2-Phenoxyethylisobutyrat